C(#N)[C@H]1N(CCC1)C(CNC(=O)C1=CC=NC2=CC=C(C=C12)N1N=NC(=C1)C(=O)OCCCNC(=O)OC(C)(C)C)=O (S)-3-(tert-Butoxycarbonylamino)propyl 1-(4-(2-(2-cyanopyrrolidin-1-yl)-2-oxoethylcarbamoyl)quinolin-6-yl)-1H-1,2,3-triazole-4-carboxylate